1-(4-chlorophenyl)-2-propyn-1-one ClC1=CC=C(C=C1)C(C#C)=O